CC(C)CCC[C@@H](C)[C@H]1CC[C@H]2C3=CC[C@H]4C[C@H](CC[C@]4(C)[C@H]3CC[C@]12C)O 5α-cholest-7-ene-3β-ol